N-(tert-butyl)-5-nitro-2-(thiazol-5-yl)benzenesulfonamide C(C)(C)(C)NS(=O)(=O)C1=C(C=CC(=C1)[N+](=O)[O-])C1=CN=CS1